COC(C1=C(C=C(C=C1)Cl)C=1SC(=CC1)COCCNC(=O)OC(C)(C)C)=O 2-(5-((2-((tert-butyloxycarbonyl)amino)ethoxy)methyl)thiophen-2-yl)-4-chlorobenzoic acid methyl ester